C(C1=CC=CC=C1)OC(=O)N1COC([C@@H]1COC[C@H](C)OCC1=CC=CC=C1)=O (S)-4-(((S)-2-(benzyloxy)propoxy)methyl)-5-oxo-oxazolidine-3-carboxylic acid benzyl ester